dimethyl (2S,4R)-2-(tert-butoxycarbonylamino)-4-(2-chloro-5-nitro-pyrimidin-4-yl)oxy-pentanedioate C(C)(C)(C)OC(=O)N[C@H](C(=O)OC)C[C@H](C(=O)OC)OC1=NC(=NC=C1[N+](=O)[O-])Cl